FC(C1=C(NC=N1)C(=O)OCC)(F)F ethyl 5-(trifluoromethyl)-3H-imidazole-4-carboxylate